7-amino-8-hydroxythiochroman 1,1-dioxide NC1=CC=C2CCCS(C2=C1O)(=O)=O